2-(4-chlorophenyl)-N-{3-[2-(3,4-dichlorophenoxy)acetylamino]-bicyclo[1.1.1]Pentan-1-yl}-N2-methylglycinamide ClC1=CC=C(C=C1)C(NC)C(=O)NC12CC(C1)(C2)NC(COC2=CC(=C(C=C2)Cl)Cl)=O